N(=[N+]=[N-])C(C(=O)Cl)(C)C α-azidoisobutyryl chloride